ClC=1C=CC(=C(C1)C1=CC(=C(N=N1)CO)NC1=CC(=NC=C1)NC(CN1CCN(CC1)C)=O)F N-(4-{[6-(5-chloro-2-fluorophenyl)-3-(hydroxymethyl)pyridazin-4-yl]amino}pyridin-2-yl)-2-(4-methylpiperazin-1-yl)acetamide